CC1(CN(C1)CC(=O)NC1=CC(=C(C(=C1)OC)C=1C=C2C(=CN1)NN=C2C=2C=NN(C2)C)F)C 2-(3,3-Dimethylazetidin-1-yl)-N-(3-fluoro-5-methoxy-4-(3-(1-methyl-1H-pyrazol-4-yl)-1H-pyrazolo[3,4-c]pyridin-5-yl)phenyl)acetamide